([2-(2,6-Dioxopiperidin-3-yl)-1,3-dioxo-2,3-dihydro-1H-isoindol-4-yl]oxy)heptanoic acid O=C1NC(CCC1N1C(C2=CC=CC(=C2C1=O)OC(C(=O)O)CCCCC)=O)=O